C1(=CC=CC=C1)P(CCCCP(C1=CC=CC=C1)C1=CC=CC=C1)C1=CC=CC=C1 1,4-bis(diphenylphosphino)-butane